COC1=CC(=C(C=C1)NC1=NC(=CC2=C1N=NN2C(CC)COC)C)C N-(4-Methoxy-2-methylphenyl)-1-[1-(methoxymethyl)propyl]-6-methyl-1H-1,2,3-triazolo[4,5-c]pyridine-4-amine